Methyl (S,E)-5'-(3-(4-((tert-butoxycarbonyl)(methyl) amino)butoxy)prop-1-en-1-yl)-2'-oxo-1',2',5,7-tetrahydrospiro[cyclopenta[b]pyridine-6,3-pyrrolo[2,3-b]pyridine]-3-carboxylate C(C)(C)(C)OC(=O)N(CCCCOC/C=C/C=1C=C2C(=NC1)NC([C@]21CC=2C(=NC=C(C2)C(=O)OC)C1)=O)C